(S)-methionine N[C@@H](CCSC)C(=O)O